1-[2-[benzyl-(2-hydroxyethyl)amino]-8-(2-chlorophenyl)-9-(4-chlorophenyl)purin-6-yl]-4-methyl-piperidine-4-carboxamide C(C1=CC=CC=C1)N(C1=NC(=C2N=C(N(C2=N1)C1=CC=C(C=C1)Cl)C1=C(C=CC=C1)Cl)N1CCC(CC1)(C(=O)N)C)CCO